C(C)(C)(C)OC(=O)NC1=C(C=CC(=C1F)CN1C(CCC1)=O)NC(OC(C)(C)C)=O tert-Butyl N-{2-(tert-butoxycarbonylamino)-3-fluoro-4-[(2-oxopyrrolidin-1-yl)methyl]-phenyl}carbamate